C(C)(C)(C)OC(=O)N1[C@H]([C@H](CC1)NS(=O)(=O)CC)CC=1N=C(SC1)Br.BrC=1N=C(SC1)C(=O)C=1C=NC(=NC1)OC (4-bromothiazol-2-yl)(2-methoxypyrimidin-5-yl)methanone Tert-Butyl-(2S,3S)-2-((2-bromo-1,3-thiazol-4-yl)methyl)-3-((ethylsulfonyl)amino)pyrrolidine-1-carboxylate